ClC=1C(=NC(=NC1)NC1COC1)C1=CC=C2CN(C(C2=C1)=O)CC(=O)N[C@H]([C@H](C)O)C1=CC=CC=C1 2-(6-{5-chloro-2-[(oxetan-3-yl)amino]pyrimidin-4-yl}-1-oxo-2,3-dihydro-1H-isoindol-2-yl)-N-[(1S,2S)-2-hydroxy-1-phenylpropyl]-acetamide